N2-(2-fluoroethyl)-N6-(2-(4-isopropylpiperidin-1-yl)pyrimidin-5-yl)spiro[3.3]heptane-2,6-diamine FCCNC1CC2(C1)CC(C2)NC=2C=NC(=NC2)N2CCC(CC2)C(C)C